2-{[2-(4-methoxypyridin-2-yl)-5H,6H,7H-cyclopenta[d]pyrimidin-4-yl](methyl)amino}-N-(oxolan-3-yl)acetamide COC1=CC(=NC=C1)C=1N=C(C2=C(N1)CCC2)N(CC(=O)NC2COCC2)C